C[C@@H]1N[C@@H](C[C@@]2(C1)C(NC1=CC=CC=C12)=O)C=1N=NN(C1)C (2'S,3R,6'S)-2'-methyl-6'-(1-methyltriazol-4-yl)spiro[indoline-3,4'-piperidin]-2-one